OCC1(CCC(CC1)C)C(=O)N[C@@H](CCC(=O)OCC1=CC=CC=C1)C(=O)OCC1=CC=CC=C1 Dibenzyl (1-(Hydroxymethyl)-4-Methylcyclohexane-1-Carbonyl)-L-Glutamate